2-(4-bromoimidazol-1-yl)-2-(3,4-dichlorophenyl)-N,N-dimethyl-ethanamine BrC=1N=CN(C1)C(CN(C)C)C1=CC(=C(C=C1)Cl)Cl